C(C)N(CC(=O)C1=CNC2=C1C(=NC=C2)OC)CC 2-(diethylamino)-1-(4-methoxy-1H-pyrrolo[3,2-c]pyridin-3-yl)ethan-1-one